N'-(4-(3-((3,4-dichlorobenzyl)oxy)oxetan-3-yl)-5-methoxy-2-methylphenyl)-N-ethyl-N-methylformimidamide ClC=1C=C(COC2(COC2)C2=CC(=C(C=C2OC)N=CN(C)CC)C)C=CC1Cl